C(C1=CC=CC=C1)N1C=C(C=2C1=NC=CC2)Br 1-benzyl-3-bromo-1H-pyrrolo[2,3-b]pyridine